(3,6-dihydro-2H-pyran-4-yl)pinacol boronate B(O)O.O1CCC(=CC1)CC(O)(C)C(C)(C)O